(S)-7-(1-(3-Oxocyclobutane-1-carbonyl)piperidin-4-yl)-2-(4-phenoxyphenyl)-4,5,6,7-tetrahydropyrazolo[1,5-a]pyrimidine-3-carboxamide O=C1CC(C1)C(=O)N1CCC(CC1)[C@@H]1CCNC=2N1N=C(C2C(=O)N)C2=CC=C(C=C2)OC2=CC=CC=C2